tetracosanyl alcohol C(CCCCCCCCCCCCCCCCCCCCCCC)O